5-(4-(4-(2,6-difluorobenzyl)-5-oxo-4,5-dihydro-1H-1,2,4-triazol-1-yl)-2-fluorophenoxy)-4-methylthiazole-2-carboxylic acid methyl ester COC(=O)C=1SC(=C(N1)C)OC1=C(C=C(C=C1)N1N=CN(C1=O)CC1=C(C=CC=C1F)F)F